tris-(1,10-phenanthroline) ruthenium chloride [Ru](Cl)(Cl)Cl.N1=CC=CC2=CC=C3C=CC=NC3=C12.N1=CC=CC2=CC=C3C=CC=NC3=C12.N1=CC=CC2=CC=C3C=CC=NC3=C12